C(C)C(CN)CC(CCCCN)CC 2,4-diethyl-1,8-diaminooctane